di(1H-imidazole-1-yl)methanone N1(C=NC=C1)C(=O)N1C=NC=C1